N6-[(5-iodothien-3-yl)methyl]adenosine ethyl-17-amino-6-hydroxy-6,15-bis(trifluoromethyl)-19-oxa-3,4,13,18-tetrazatricyclo[12.3.1.12,5]nonadeca-1(18),2,4,14,16-pentaene-12-carboxylate C(C)C1C(C2=NN=C(C=3C(=CC(=C(NC(CCCC1)C(=O)OC[C@@H]1[C@H]([C@H]([C@@H](O1)N1C=NC=4C(NCC5=CSC(=C5)I)=NC=NC14)O)O)N3)C(F)(F)F)N)O2)(C(F)(F)F)O